ClC=1C=C2C(CN(CC2=C(C1)Cl)C)C=1C=C(C=CC1)S(=O)(=O)Cl 3-(6,8-dichloro-2-methyl-1,2,3,4-tetrahydroisoquinoline-4-yl)benzenesulfonyl chloride